OC1(CCN(CC1)C(CC(C)C1=CC=CC=C1)=O)CN1C=NC=2C(C1=O)=NN(C2C2=CC=C(CNCC(=O)NCCCCC(=O)N)C=C2)C 5-(2-((4-(6-((4-hydroxy-1-(3-phenylbutanoyl)piperidin-4-yl)methyl)-2-methyl-7-oxo-6,7-dihydro-2H-pyrazolo[4,3-d]pyrimidin-3-yl)benzyl)amino)acetamido)pentanamide